CC(=C)C(=C)C 2,3-Dimethyl-1,3-butadien